4-amino-5-(3-(5-(difluoromethyl)thiophene-2-carboxamido)piperidin-1-yl)pyrrolo[2,1-f][1,2,4]triazin NC1=NC=NN2C1=C(C=C2)N2CC(CCC2)NC(=O)C=2SC(=CC2)C(F)F